3-(2-benzothiazolyl)-7-diethylaminocoumarin S1C(=NC2=C1C=CC=C2)C=2C(OC1=CC(=CC=C1C2)N(CC)CC)=O